CC1=CC=C(C=C1)CN1CCN(CC1)C=1SC=CC1 2-(4-(4-methylphenyl-methyl)piperazin-1-yl)thiophene